N1C[C@H](C(=O)NN)CCC1 R-nipecotic acid hydrazide